N1C=C(C2=CC=CC=C12)N1C(CCCC1)=O 1-(1H-indol-3-yl)piperidin-2-one